Isopropyl (3-(5-bromothiazol-2-yl)bicyclo[1.1.1]pent-1-yl)carbamate BrC1=CN=C(S1)C12CC(C1)(C2)NC(OC(C)C)=O